C(C)(C)C1CCC(=CC1OC(CC1=CC(=CC(=C1)CCCCC)CC(=O)[O-])=O)C (6-isopropyl-3-methylcyclohex-2-en-1-yl)-5-pentyl-1,3-benzenediacetate